Dimethyl-2-hydroxytryptamine phosphate P(=O)(O)(O)O.CN(CCC1=C(NC2=CC=CC=C12)O)C